eicosyne C#CCCCCCCCCCCCCCCCCCC